ClC1=C(C=NC2=CC(=C(C=C12)Cl)F)S(=O)(=O)N1CCSCC1 4-[(4,6-Dichloro-7-fluoro-3-quinolinyl)sulfonyl]thiomorpholine